Ethyl 4-(7-((1H-imidazol-1-yl)methyl)-5-(1-methyl-3-(trifluoromethyl)-1H-pyrazol-4-yl)-1-oxo-3,4-dihydroisoquinolin-2(1H)-yl)-6-ethyl-1,7-naphthyridine-8-carboxylate N1(C=NC=C1)CC1=CC(=C2CCN(C(C2=C1)=O)C1=CC=NC2=C(N=C(C=C12)CC)C(=O)OCC)C=1C(=NN(C1)C)C(F)(F)F